CC(CC(CC(=O)OCCl)=O)(C)C chloromethyl 5,5-dimethyl-3-oxohexanoate